C(C=C)(=O)N1C[C@@H](CCC1)NC=1C2=C(N=C(N1)NC=1C=NN(C1)CC)NC=C2C#N (R)-4-((1-acryloylpiperidin-3-yl)amino)-2-((1-ethyl-1H-pyrazol-4-yl)amino)-7H-pyrrolo[2,3-d]pyrimidine-5-carbonitrile